4-(2-hydroxyethoxy)fluorene OCCOC1=CC=CC=2CC3=CC=CC=C3C12